pyranyl-fucose O1C(C=CC=C1)C(=O)[C@@H](O)[C@H](O)[C@H](O)[C@@H](O)C